1-(4-(4-amino-7-((cis)-4-((S)-3-methylpiperazin-1-yl)cyclohexyl)-7H-pyrrolo[2,3-d]pyrimidin-5-yl)phenyl)-3-(5-(tert-butyl)isoxazol-3-yl)urea NC=1C2=C(N=CN1)N(C=C2C2=CC=C(C=C2)NC(=O)NC2=NOC(=C2)C(C)(C)C)[C@@H]2CC[C@@H](CC2)N2C[C@@H](NCC2)C